1-{1-[3-(4,6-difluoro-1H-1,3-benzodiazol-2-yl)-5-[3-fluoro-5-(trifluoromethyl)phenyl]pyridin-4-yl]azetidin-3-yl}ethan-1-amine FC1=CC(=CC=2NC(=NC21)C=2C=NC=C(C2N2CC(C2)C(C)N)C2=CC(=CC(=C2)C(F)(F)F)F)F